ClC=1C=CC(=NC1)OC1=CC=C(C=C1)C1=NOC(=N1)C[C@@H](CO)NC(OC(C)(C)C)=O tert-butyl (S)-(1-(3-(4-((5-chloropyridin-2-yl)oxy)phenyl)-1,2,4-oxadiazol-5-yl)-3-hydroxypropan-2-yl)carbamate